N-(3-(2-((1,5-dimethyl-1H-pyrazol-3-yl)amino)-5-methylpyrimidin-4-yl)-1H-indol-7-yl)-2-((3R,4R)-3-fluoro-4-(pyridin-4-yloxy)pyrrolidin-1-yl)acetamide CN1N=C(C=C1C)NC1=NC=C(C(=N1)C1=CNC2=C(C=CC=C12)NC(CN1C[C@H]([C@@H](C1)OC1=CC=NC=C1)F)=O)C